ClC=1C=CC=C2C=CC=C(C12)C1=C(C=2N=C(N=C(C2C=N1)N1C[C@@H](N(CC1)C(=O)OC(C)(C)C)CC#N)OC[C@H]1N(C[C@@H](C1)OC)C)F tert-butyl (S)-4-(7-(8-chloronaphthalen-1-yl)-8-fluoro-2-(((2S,4R)-4-methoxy-1-methylpyrrolidin-2-yl)methoxy)pyrido[4,3-d]pyrimidin-4-yl)-2-(cyanomethyl)piperazine-1-carboxylate